NC1=C(N=C(C(=N1)N1CCC2(CC1)CC1=CC=CC=C1[C@H]2NC(OC(C)(C)C)=O)C#N)SC2=C(C(=NC=C2)N)Cl tert-butyl N-[(3S)-1'-[6-amino-5-[(2-amino-3-chloropyridin-4-yl) sulfanyl]-3-cyanopyrazin-2-yl]-1,3-dihydrospiro[indene-2,4'-piperidine]-3-yl]Carbamate